2-[(1'S)-3',3'-difluoro-5'-(3-methoxyazetidin-1-yl)-2,5-dioxo-2',3'-dihydrospiro[imidazolidine-4,1'-inden]-1-yl]-N-[(4-fluorophenyl)methyl]-N-[3-(trifluoromethyl)oxetan-3-yl]acetamide FC1(C[C@@]2(C3=CC=C(C=C13)N1CC(C1)OC)NC(N(C2=O)CC(=O)N(C2(COC2)C(F)(F)F)CC2=CC=C(C=C2)F)=O)F